5-Hydroxy-1-(prop-1-en-2-yl)-5,6,7,8-tetrahydronaphthalene-2-carbonitrile OC1C=2C=CC(=C(C2CCC1)C(=C)C)C#N